NC1=C(C(=O)NC(C)C)C=C(C=N1)C1=C(C=C(C=C1)NC(CC1=C(C=CC=C1)C)=O)C 2-amino-N-isopropyl-5-(2-methyl-4-(2-(o-tolyl)acetamido)phenyl)nicotinamide